FC1(O[C@H]([C@H](N(C1([2H])[2H])C(=O)C1=NC(=CC=C1C1=NC=CC=N1)C)CNC1=NC=C(C=C1)C(F)(F)F)C)F ((5R,6S)-2,2-Difluoro-6-methyl-5-(((5-(trifluoromethyl)pyridin-2-yl)amino)methyl)morpholino-3,3-d2)(6-methyl-3-(pyrimidin-2-yl)pyridin-2-yl)methanone